ClC1=CC=C(C=C1)C=1C=C(C(N(N1)C1=CC(=CC=C1)F)=O)C(=O)N[C@H](CO)COC 6-(4-chlorophenyl)-2-(3-fluorophenyl)-N-[(2R)-1-hydroxy-3-methoxypropan-2-yl]-3-oxo-2,3-dihydropyridazine-4-carboxamide